[N+](=O)([O-])C1=C(C=CC=C1)C(F)(F)F nitrotrifluoromethyl-benzene